BrC=1C=C(C=C2N=CC=NC12)CC#N 2-(8-bromoquinoxalin-6-yl)acetonitrile